C(C1=CC=CC=C1)N1C(=NN=C1F)Br 4-benzyl-3-bromo-5-fluoro-1,2,4-triazole